FC=1C=C(C=C(C1C)OC)C1CCC2(CN(C2)C(=O)C2CC(C2)(C)O)CC1 (7-(3-Fluoro-5-methoxy-4-methylphenyl)-2-azaspiro[3.5]nonan-2-yl)((1s,3s)-3-hydroxy-3-methylcyclobutyl)methanone